[2-(aminomethyl)-3,3-difluoro-allyl]-4-[3-(4-piperazin-1-ylphenyl)phenyl]-1,2,4-triazol-3-one bistrifluoroacetate salt FC(C(=O)O)(F)F.FC(C(=O)O)(F)F.NCC(CC=1N(C(NN1)=O)C1=CC(=CC=C1)C1=CC=C(C=C1)N1CCNCC1)=C(F)F